7-chloro-1-{[2-(trimethylsilyl)ethoxy]methyl}indole-2-carboxylic acid ClC=1C=CC=C2C=C(N(C12)COCC[Si](C)(C)C)C(=O)O